2H-spiro[furan-3,4'-pyrido[2,3-b][1,4,5]oxathiazepin] S1C2=C(OC3(C=N1)COC=C3)N=CC=C2